FC[C@@H]1CN(CCO1)C(=O)OC(C)(C)C tert-butyl (S)-2-(fluoromethyl)morpholine-4-carboxylate